(2S)-2-(benzyloxycarbonylamino)-4-cyanobutyrate C(C1=CC=CC=C1)OC(=O)N[C@H](C(=O)[O-])CCC#N